Methyl 4-(5-((5,6-difluoro-2,3-dihydro-1H-inden-2-yl)amino)-1,3,4-oxadiazol-2-yl)butanoate FC=1C=C2CC(CC2=CC1F)NC1=NN=C(O1)CCCC(=O)OC